CNC(=O)C=1SC(=CC1)NCC#CC=1N(C2=CC=CC(=C2C1)NC1CCN(CC1)C)CC(F)(F)F N-methyl-5-[(3-{4-[(1-methylpiperidin-4-yl)amino]-1-(2,2,2-trifluoroethyl)-1H-indol-2-yl}prop-2-yn-1-yl)amino]thiophene-2-carboxamide